NC1=NC=C(C2=C1C=NN2COCC[Si](C)(C)C)NC(C(=O)N2[C@H](CC[C@@H](C2)C)C=2C=CC1=C(N=C(S1)C1CN(C1)C)C2)=O N-(4-amino-1-((2-(trimethylsilyl)ethoxy)methyl)-1H-pyrazolo[4,3-c]pyridin-7-yl)-2-((2R,5S)-5-methyl-2-(2-(1-methylazetidin-3-yl)benzo[d]thiazol-5-yl)piperidin-1-yl)-2-oxoacetamide